tert-butyl 3-methyl-3,6-diazabicyclo[3.2.2]nonane-6-carboxylate CN1CC2CN(C(C1)CC2)C(=O)OC(C)(C)C